5-(((2S,4R)-4-Fluoropyrrolidin-2-yl)methoxy)-N-(1-(7-methoxyquinolin-5-yl)cyclopropyl)-2-methylbenzamide F[C@@H]1C[C@H](NC1)COC=1C=CC(=C(C(=O)NC2(CC2)C2=C3C=CC=NC3=CC(=C2)OC)C1)C